COC1=NN(C=C1NC1=NC=C(C(=N1)NC1=C2CCNCC2=CC=C1)C(=O)N)C 2-[(3-methoxy-1-methyl-1H-pyrazol-4-yl)amino]-4-[(1,2,3,4-tetrahydroisoquinolin-5-yl)amino]pyrimidine-5-carboxamide